benzo[b]thiophene-2-carboxylic acid allyl ester C(C=C)OC(=O)C1=CC2=C(S1)C=CC=C2